C(C)OC(CCC(=O)C1=NC(=CC=C1O)C1=CC=C(C=C1)OC(F)(F)F)=O 4-[3-hydroxy-6-(4-trifluoromethoxy-phenyl)-pyridin-2-yl]-4-oxo-butyric acid ethyl ester